1,2,3,5,6,7-heptanehexol C(C(C(CC(C(CO)O)O)O)O)O